6-(1H-1,2,3-triazol-1-yl)pyridine-3-carbaldehyde N1(N=NC=C1)C1=CC=C(C=N1)C=O